4-(ethylamino)-1-(piperidin-4-ylmethyl)quinazolin-2(1H)-one C(C)NC1=NC(N(C2=CC=CC=C12)CC1CCNCC1)=O